CN(CC(=O)NC1=CC(=C2C(=N1)CC(C2)CO)C)C 2-(dimethylamino)-N-[6-(hydroxymethyl)-4-methyl-6,7-dihydro-5H-cyclopenta[b]pyridin-2-yl]acetamide